ClC=1C=C(C=CC1C)NC(=O)[C@@H]1[C@@H](N(CCC1)C(C1=C(C=CC=C1C)F)=O)C1=CC=C(C=C1)OC1CCCC1 (2R,3S)-2-[4-(Cyclopentyloxyl)phenyl]-1-(2-fluoro-6-methylbenzoyl)piperidine-3-carboxylic acid (3-chloro-4-methylphenyl)amide